4-(2,4-dimethylphenyl)-2,4,7-trimethyloct-6-enal CC1=C(C=CC(=C1)C)C(CC(C=O)C)(CC=C(C)C)C